ClC1=C(NC(CN2C3=C(C(C(=C2CC)N2CCN(CC2)C(=O)OC(C)(C)C)=O)OC(=N3)C3=CC(=NC=C3)OC)=O)C=CC(=C1)C(F)(F)F tert-butyl 4-[4-[2-[2-chloro-4-(trifluoromethyl)anilino]-2-oxo-ethyl]-5-ethyl-2-(2-methoxy-4-pyridyl)-7-oxo-oxazolo[4,5-b]pyridin-6-yl]piperazine-1-carboxylate